ClC(OC1=CC=C(C=C1)NC(=O)C1=CC(=C2C(CN(C2=C1)C)(C)C)C1=CC=NN1)(F)F N-(4-(chlorodifluoromethoxy)phenyl)-1,3,3-trimethyl-4-(1H-pyrazol-5-yl)indoline-6-carboxamide